5-(3-(2-(2,2-difluorocyclopropyl)-1-methyl-1H-imidazol-4-yl)-2-fluoro-6-hydroxyphenyl)-1,2,5-thiadiazolidin-3-one 1,1-dioxide FC1(C(C1)C=1N(C=C(N1)C=1C(=C(C(=CC1)O)N1CC(NS1(=O)=O)=O)F)C)F